trans,trans-4'-(4,4,4-trifluorobutyl)[1,1'-bicyclohexyl]-4-carboxylic acid FC(CCCC1CCC(CC1)C1CCC(CC1)C(=O)O)(F)F